C(C)(C)(C)OC(N[C@H](C(=O)NC1=CC(=C(C=C1)SCC1=CC=CC=C1)F)CC1=CC=CC=C1)=O (S)-1-(4-(benzylsulfanyl)-3-fluorophenylamino)-1-oxo-3-phenylpropan-2-ylcarbamic acid tert-butyl ester